N-(3-(2'-fluoro-[1,1'-biphenyl]-4-yl)propyl)imidazo[1,2-a]pyridine-8-carboxamide FC1=C(C=CC=C1)C1=CC=C(C=C1)CCCNC(=O)C=1C=2N(C=CC1)C=CN2